O1CCC(CC1)[C@@H]1OC=2C=C(C=C(C2C[C@@H]1O)O)O (2S,3S)-2-(tetrahydro-2H-pyran-4-yl)chromane-3,5,7-triol